N1=C(C=CC=C1)C(=O)OC1=COCO1 [1,3]dioxol-5-yl picolate